(3R)-4-[6-chloro-4-(dimethyl-1H-1,2,3-triazol-5-yl)pyridin-2-yl]-3-methylmorpholine ClC1=CC(=CC(=N1)N1[C@@H](COCC1)C)C1=C(N=NN1C)C